OC1=C(C=CC(=C1)OCCOCCOC)C=1SC[C@H](N1)[C@@H]1CC[C@@H](N1C)C(=O)O (2R,5S)-5-((R)-2-(2-hydroxy-4-(2-(2-methoxyethoxy)ethoxy)phenyl)-4,5-dihydrothiazol-4-yl)-1-methylpyrrolidine-2-carboxylic acid